NC1=CC(=C(CCN2[C@H](OCC2=O)C2=NN(C=C2C2=CC=C(C=C2)F)C2=CC=C(C=C2)Br)C=C1)F (2R)-3-(4-amino-2-fluorophenethyl)-2-(1-(4-bromophenyl)-4-(4-fluorophenyl)-1H-pyrazol-3-yl)oxazolidin-4-one